S(=O)(=O)(O)[C@@]1([C@H](O)[C@H](O)[C@@H](CO)O1)N1C=NC=2C(O)=NC=NC12 sulfoinosine